N1(CCCCC1)C1CCN(CC1)C(=O)OC1=C2C(=CNC2=CC=C1)CCN(C([2H])([2H])[2H])C([2H])([2H])[2H] 3-(2-(bis(methyl-d3) amino) ethyl)-1H-indol-4-yl [1,4'-bipiperidinyl]-1'-carboxylate